Methyl 5-fluoro-1-(4-methoxybenzyl)-6-oxo-1,6-dihydropyrimidine-4-carboxylate FC1=C(N=CN(C1=O)CC1=CC=C(C=C1)OC)C(=O)OC